trans-(3R,4R)-1-(5-(2-([2,2'-Bipyrimidin]-5-yl)cyclopropyl)-2,3-difluorophenyl)pyrrolidine-3,4-diol N1=C(N=CC(=C1)[C@H]1[C@@H](C1)C=1C=C(C(=C(C1)N1C[C@H]([C@@H](C1)O)O)F)F)C1=NC=CC=N1